tert-Butyl 3-(4-(((S)-tetrahydrofuran-3-yl)oxy)-7-(thiazol-2-yl)benzo[d]oxazol-2-yl)-3,6-diazabicyclo[3.1.1]heptane-6-carboxylate O1C[C@H](CC1)OC1=CC=C(C2=C1N=C(O2)N2CC1N(C(C2)C1)C(=O)OC(C)(C)C)C=1SC=CN1